ClC1=NN2C=3CCCN(C3C=NC2=C1)C1=CC(=C(C=C1)[C@@H](C(F)(F)F)N([S@](=O)C(C)(C)C)C)C (R)-N-[(1S)-1-[4-(4-chloro-2,3,7,10-tetrazatricyclo[7.4.0.02,6]trideca-1(9),3,5,7-tetraen-10-yl)-2-methyl-phenyl]-2,2,2-trifluoro-ethyl]-N,2-dimethyl-propane-2-sulfinamide